Tert-butyl 9-[1-(2,6-dioxo-3-piperidyl)-3-methyl-2-oxo-benzimidazol-4-yl]-3,9-diazaspiro[5.5]undecane-3-carboxylate O=C1NC(CCC1N1C(N(C2=C1C=CC=C2N2CCC1(CCN(CC1)C(=O)OC(C)(C)C)CC2)C)=O)=O